N,4-difluoro-N-heptyl-benzenesulfonamide FN(S(=O)(=O)C1=CC=C(C=C1)F)CCCCCCC